4-bromo-5,6,7,8-tetrahydroquinolin-8-yl acetate C(C)(=O)OC1CCCC=2C(=CC=NC12)Br